C(C1=CC=CC=C1)N1CC2(C1)CC(C2)NC(=O)N2[C@@H](CN(C[C@@H]2C)C2=NC=C(C=N2)C(F)(F)F)C (2r,6s)-N-{2-benzyl-2-azaspiro[3.3]Hept-6-yl}-2,6-dimethyl-4-[5-(trifluoromethyl)pyrimidin-2-yl]Piperazine-1-carboxamide